O1CCNC(C2=C1N=CC=C2)=O 2,3-dihydropyrido[3,2-f][1,4]oxazepin-5-one